6-(6,7-dimethoxyquinazolin-4-yl-oxy)-N,2-dimethylbenzofuran-3-carboxamide COC=1C=C2C(=NC=NC2=CC1OC)OC1=CC2=C(C(=C(O2)C)C(=O)NC)C=C1